NCC1CCN(CC1)C(=O)OC(C)(C)C tert-butyl 4-(amino methyl)piperidine-1-carboxylate